7-methyl-3-(propan-2-enyl)indol-2-one CC1=CC=CC2=C(C(N=C12)=O)CC=C